2-{3-[2-(1-{[3,5-bis(difluoromethyl)-1H-pyrazol-1-yl] acetyl} piperidin-4-yl)-1,3-thiazol-4-yl]-4,5-dihydro-1,2-oxazol-5-yl}-3-chlorophenylmethane-sulfonate FC(C1=NN(C(=C1)C(F)F)CC(=O)N1CCC(CC1)C=1SC=C(N1)C1=NOC(C1)C1=C(C=CC=C1Cl)CS(=O)(=O)[O-])F